(S)-4-(2-oxopyrrolidin-1-yl)-3-(4-methylphenyl)-N-((R)-1-(3-methyl-1,2,4-oxadiazol-5-yl)ethyl)-4,5-dihydro-1H-pyrazole-1-carboxamide O=C1N(CCC1)[C@@H]1C(=NN(C1)C(=O)N[C@H](C)C1=NC(=NO1)C)C1=CC=C(C=C1)C